INDOLE-3-ETHANOL N1C=C(C2=CC=CC=C12)CCO